OC1=C(C(=O)OC)C(=C(C(=C1Br)O)Br)CCCCC methyl 2,4-dihydroxy-3,5-dibromo-6-pentylbenzoate